BrC(C(=O)Br)C 2-bromopropanoyl bromide